allyl-2-amino-6-(cyanomethyl)-pyrazolo(1,5-a)pyrimidine C(C=C)C=1C(=NN2C1N=CC(=C2)CC#N)N